COC=1C=C(C=CC1OC)C=1OC2=CC(=C(C=C2C(C1O)=O)OC)OC 2-(3,4-dimethoxyphenyl)-3-hydroxy-6,7-dimethoxy-4H-chromen-4-one